(2,4-dichloro-5-fluorobenzoyl)-3-cyclopropylaminoethyl acrylate C(C=C)(=O)OCC(NC1CC1)C(C1=C(C=C(C(=C1)F)Cl)Cl)=O